2,2'-azobis(isobutyramide)-dihydrate O.O.N(=NC(C(=O)N)(C)C)C(C(=O)N)(C)C